COC1=C(C=C(C=C1)OC)CCNCC1=CC(=CC(=C1)[N+](=O)[O-])C 2-(2,5-dimethoxyphenyl)-N-(3-methyl-5-nitrobenzyl)ethan-1-amine